(5S)-2-(5-chloro-2,3-dihydro-1H-indene-1-carbonyl)-9,9-dimethyl-8-oxo-2-azaspiro[4.5]dec-6-ene-7-carbonitrile ClC=1C=C2CCC(C2=CC1)C(=O)N1C[C@@]2(CC1)C=C(C(C(C2)(C)C)=O)C#N